NC1=C(C(=O)Cl)C=C(C(=C1F)Br)C(F)(F)F amino-4-bromo-3-fluoro-5-(trifluoromethyl)benzoyl chloride